C(C=1C(C(=O)OCCCCCCCCCCCCCCCC)=CC=CC1)(=O)OCCCCCCCCCCCCCCCC.[Na] sodium cetyl (hexadecyl) phthalate